ClC1=CC=2OCCN(C2C=N1)C1=NN(C2=C1C=NC=C2)C2CCOCC2 3-{7-chloro-2H,3H-pyrido[4,3-b][1,4]oxazin-4-yl}-1-(oxan-4-yl)pyrazolo[4,3-c]pyridine